N,N'-bis(2-ethyl-6-methylphenyl)thiourea C(C)C1=C(C(=CC=C1)C)NC(=S)NC1=C(C=CC=C1C)CC